OC(C)(C)C1=CC=C(C=N1)NC(=O)C1=NC=CC(=N1)C1=CN=CN1C N-(6-(2-hydroxypropan-2-yl)pyridin-3-yl)-4-(1-methyl-1H-imidazol-5-yl)pyrimidine-2-carboxamide